(6-([1,1'-biphenyl]-3-ylmethyl)-5-azaspiro[2.4]heptane-7-yl)methanesulfonamide hydrochloride Cl.C1(=CC(=CC=C1)CC1NCC2(CC2)C1CS(=O)(=O)N)C1=CC=CC=C1